ClC1=C2CCN(C(C2=CC(=C1OCCCl)Cl)C=1C=C2C=NNC2=CC1)C 5,7-dichloro-6-(2-chloroethoxy)-1-(1H-indazol-5-yl)-2-methyl-1,2,3,4-tetrahydroisoquinoline